4-(pyrrolidino)azobenzene N1(CCCC1)C1=CC=C(C=C1)N=NC1=CC=CC=C1